cyano-(3-phenoxy-phenyl)-methyl-2-(4-chlorophenyl)-3-methylbutyrate C(#N)CC(C(C(=O)[O-])(C1=CC=C(C=C1)Cl)C)(C)C1=CC(=CC=C1)OC1=CC=CC=C1